C(C1=CC=CC=C1)N1CCN(CC1)CC(COC=1N=C(C2=C(N1)C(=C(N=C2)Cl)F)N2CC1CCC(C2)N1C(=O)OC(C)(C)C)OC tert-butyl 3-(2-(3-(4-benzylpiperazin-1-yl)-2-methoxypropoxy)-7-chloro-8-fluoropyrido[4,3-d]pyrimidin-4-yl)-3,8-diazabicyclo[3.2.1]octane-8-carboxylate